3-(but-3-en-1-yl)bicyclo[2.2.1]heptan-2-one C(CC=C)C1C(C2CCC1C2)=O